Trifluoromethanesulfonyl fluoride FC(S(=O)(=O)F)(F)F